N[C@@H]1CN(CCC1)C=1C(N(C=C(C1)C=1C(=C(C=C(C1)F)C1=CC(=C(C=C1)N1C(N(CC1)C)=O)Cl)O)C)=O (S)-3-(3-aminopiperidin-1-yl)-5-(3'-chloro-5-fluoro-2-hydroxy-4'-(3-methyl-2-oxoimidazolidin-1-yl)-[1,1'-biphenyl]-3-yl)-1-methylpyridin-2(1H)-one